C(C1=CC=CC=C1)(=O)NC1=NC(N([C@H]2C[C@H](O)[C@@H](COC(C3=CC=C(C=C3)OC)(C3=CC=C(C=C3)OC)C3=CC=CC=C3)O2)C=C1)=O N4-benzoyl-5'-O-(4,4'-dimethoxytrityl)-deoxycytidine